C1=NN=C2N1C1=CC=CC(=C1CC2)NC(=O)NC2=NC(=CC=C2)C2=NN=CN2C(C)C 1-(4,5-dihydro-[1,2,4]triazolo[4,3-a]quinolin-6-yl)-3-(6-(4-isopropyl-4H-1,2,4-triazol-3-yl)pyridin-2-yl)urea